4-((6-bromohexyl)thio)-7-(trifluoromethyl)quinoline dithiinate S1SC(=CC=C1)C(=O)O.BrCCCCCCSC1=CC=NC2=CC(=CC=C12)C(F)(F)F